OXAZOLE-2-CARBALDEHYDE O1C(=NC=C1)C=O